N1=C(C=CC2=CC=CC=C12)C1=C(C=CC=C1)CC(C)C (quinolyl)isobutylbenzene